BrC=1C=C(C=NC1)C1=CC=C(C=C1)N1C(CC2=CC=CC=C12)=O 1-(4-(5-bromopyridin-3-yl)phenyl)indolin-2-one